C(C)OC(=O)CCC(CCCC)(C(=O)OC(C)(C)C)C(C)(C)C 3-(tert-butyl)heptane-1,3-dicarboxylic acid 3-(tert-butyl) ester 1-ethyl ester